1'-((2-(2,6-dioxopiperidin-3-yl)-1-oxoisoindolin-5-yl)methyl)-[1,4'-bipiperidine]-4-Formic acid O=C1NC(CCC1N1C(C2=CC=C(C=C2C1)CN1CCC(CC1)N1CCC(CC1)C(=O)O)=O)=O